O1CCN(CC1)C1=NC(=C2N=CN(C2=N1)CC(=O)C1=NC=CC=C1)N1N=C(C=C1)C1=CC(=CC=C1)C(F)(F)F 2-(2-morpholino-6-(3-(3-(trifluoromethyl)phenyl)-1H-pyrazol-1-yl)-9H-purin-9-yl)-1-(pyridin-2-yl)ethan-1-one